ClC=1C=CC=2N(N1)C(=C(N2)C)C(=O)N2CCC(CC2)C2=C(C=CC=C2)C(F)(F)F (6-Chloro-2-methylimidazolo[1,2-b]pyridazin-3-yl)(4-(2-(trifluoromethyl)phenyl)piperidin-1-yl)methanone